COC1=CC=C(C=C1)C(=O)N1CCC(CC1)CCCC1=CC=CC=C1 (4-methoxyphenyl)-[4-(3-phenylpropyl)-1-piperidyl]-methanone